FC(CC1=CC=2C=NC=C(C2S1)N)(F)F (2,2,2-trifluoroethyl)thieno[3,2-c]pyridin-7-amine